COC1=CC=C(CN2N=CC(=C2)C2=CCCN(C2)C(=O)OC(C)(C)C)C=C1 tert-butyl 5-(1-(4-methoxybenzyl)-1H-pyrazol-4-yl)-3,6-dihydropyridine-1(2H)-carboxylate